2-({3,5-di[(methoxymethyl)oxy]-4-isopropyl-phenyl}ethynyl)benzoic acid methyl ester COC(C1=C(C=CC=C1)C#CC1=CC(=C(C(=C1)OCOC)C(C)C)OCOC)=O